[Cl-].NN=C(N(N)N)N triaminoguanidine chloride